N3-phenyl-N1-Cyanoguanidine C1(=CC=CC=C1)NC(NC#N)=N